acrylic acid tribromoethyl ester BrC(COC(C=C)=O)(Br)Br